12-[(1R)-1-aminoethyl]-10-fluoro-3-isopropoxy-5,6-dihydro-1,6-naphthyridino[5,6-b]quinazolin-8-one N[C@H](C)C=1C=C(C=C2C(N3C(=NC12)C=1C=CC(=NC1CC3)OC(C)C)=O)F